methyl (1R)-7-(((E)-1-acetyl-6-chloro-2-oxoindol-3-ylidene) methyl)-1-methoxy-1,4a,5,7a-tetrahydrocyclopenta[c]pyran-4-carboxylate C(C)(=O)N1C(\C(\C2=CC=C(C=C12)Cl)=C\C1=CCC2C1[C@@H](OC=C2C(=O)OC)OC)=O